L-Prolinamide HCl Cl.N1[C@@H](CCC1)C(=O)N